(S)-N-(3-(1-((2-ethyl-2H-pyrazolo[3,4-b]pyrazin-6-yl)amino)ethyl)phenyl)-2-(5-fluoropyridin-3-yl)acetamide C(C)N1N=C2N=C(C=NC2=C1)N[C@@H](C)C=1C=C(C=CC1)NC(CC=1C=NC=C(C1)F)=O